N-((7-(5-(difluoromethyl)-1,3,4-oxadiazol-2-yl)imidazo[1,2-a]pyridin-2-yl)methyl)-4-(oxetan-3-carbonyl)-N-phenylpiperazine-1-sulfonamide FC(C1=NN=C(O1)C1=CC=2N(C=C1)C=C(N2)CN(S(=O)(=O)N2CCN(CC2)C(=O)C2COC2)C2=CC=CC=C2)F